O=C1NC(CCC1N1C(C2=CC=C(C(=C2C1)F)N1CCC(CC1)OC1CC(C1)OC1CCN(CC1)C(=O)OC(C)(C)C)=O)=O tert-butyl 4-[3-[[1-[2-(2,6-dioxo-3-piperidyl)-4-fluoro-1-oxo-isoindolin-5-yl]-4-piperidyl]oxy]cyclobutoxy]piperidine-1-carboxylate